ClC(C(=O)OC1CCC(CC1)O)=C 4-hydroxycyclohexyl α-chloroacrylate